COC1=CC=C(C=C1)C(C(=O)O)C(CC(=O)O)C1=CC=C(C=C1)OC 2,3-bis(4-methoxyphenyl)glutaric acid